OCCC=1N(C2=CC=CC=C2C1CNS(=O)(=O)C)C1CCN(CC1)[C@@H]1CC[C@@H](CC1)C(C)C N-((2-(2-hydroxyethyl)-1-(1-(cis-4-isopropylcyclohexyl)piperidin-4-yl)-1H-indol-3-yl)methyl)methanesulfonamide